Ethyl hexylphosphinate C(CCCCC)P(OCC)=O